COC1=NC=C(C(=N1)C)C1=CC=C(C[N+]2=NOC(=C2)[N-]C(NC2=CC=CC=C2)=O)C=C1 (3-(4-(2-methoxy-4-methylpyrimidin-5-yl)benzyl)-1,2,3-oxadiazol-3-ium-5-yl)(phenylcarbamoyl)amide